3,4-dichlorofluorobenzene C1=CC(=C(C=C1F)Cl)Cl